C1(CC1)C1=NN(C=N1)C1CC2(CN(C2)C(=O)N2CC3(C2)CC(C3)CC3=NNC(=N3)C3CC3)C1 [6-(3-cyclopropyl-1,2,4-triazol-1-yl)-2-azaspiro[3.3]heptan-2-yl]-[6-[(5-cyclopropyl-1H-1,2,4-triazol-3-yl)methyl]-2-azaspiro[3.3]heptan-2-yl]methanone